C1(=CC=CC2=CC=CC=C12)C(C1=C(C=CC2=CC=CC=C12)OCCOC1=C(C2=CC=CC=C2C=C1)C1=C(C=CC2=CC=CC=C12)OCCO)C1=C(C=CC2=CC=CC=C12)OCCOC1=C(C2=CC=CC=C2C=C1)C1=C(C=CC2=CC=CC=C12)OCCO 2,2'-{[(naphthalen-1-yl)methylene]bis[(naphthalene-1,2-diyl)oxy-ethane-2,1-diyloxy[1,1'-binaphthalene]-2',2-diyloxy]}di(ethan-1-ol)